C(C(C)(C)C)(=O)OOC(C)(C)C1=CC=CC=C1 alpha-cumyl peroxypivalate